N-tert-Butyl-6-chloro-1-(trideuteriomethyl)pyrazolo[3,4-d]pyrimidin-4-amine C(C)(C)(C)NC1=C2C(=NC(=N1)Cl)N(N=C2)C([2H])([2H])[2H]